C(C)(C)(C)OC(=O)N1CC=C(CC1)C1=CC=C(C=C1)[N+](=O)[O-] 4-(4-Nitrophenyl)-5,6-dihydropyridine-1(2H)-carboxylic acid tert-butyl ester